[C@@H]1([C@H](O)[C@@H](O)[C@H](O)[C@H](O1)CO)OCC=1C(=NC(NC1)=O)N 5-(beta-glucosyloxymethyl)cytosine